(1R,2S,5S)-N-[(1S)-1-cyano-2-[(3S)-2-oxopyrrolidin-3-yl]ethyl]-6,6-dimethyl-3-[3-(trifluoromethoxy)propanoyl]-3-azabicyclo[3.1.0]hexane-2-carboxamide C(#N)[C@H](C[C@H]1C(NCC1)=O)NC(=O)[C@@H]1[C@H]2C([C@H]2CN1C(CCOC(F)(F)F)=O)(C)C